N-[(trimethylsilyl)methyl]benzylamine C[Si](C)(C)CNCC1=CC=CC=C1